COC(=O)C1=CC=C(OC2=C(C=C(S2)C(=O)OCC)[N+](=O)[O-])C=C1 Ethyl 5-(4-(methoxycarbonyl)phenoxy)-4-nitrothiophene-2-carboxylate